N-[(1S)-1-cyclohexyl-2-[4-(3,5-dimethyl-1H-pyrazol-4-yl)anilino]-2-oxo-ethyl]-2-(2-hydroxy-1-methyl-ethyl)pyrazole-3-carboxamide C1(CCCCC1)[C@@H](C(=O)NC1=CC=C(C=C1)C=1C(=NNC1C)C)NC(=O)C=1N(N=CC1)C(CO)C